benzyl 8-(7,7-difluoro-4,5,6,7-tetrahydrothiazolo[5,4-c]pyridin-2-yl)-3,8-diazabicyclo[3.2.1]octane-3-carboxylate FC1(C2=C(CNC1)SC(=N2)N2C1CN(CC2CC1)C(=O)OCC1=CC=CC=C1)F